CC1=NC=NC=C1C(=O)NCC=1C=C2C=C(NC2=CC1)C1=C(C=CC=C1)C 4-methyl-N-[[2-(o-tolyl)-1H-indol-5-yl]methyl]pyrimidine-5-carboxamide